C(C)(C)(C)OC(=O)NCCCC1=C(C=CC(=C1F)F)NC1=CN=C(C=C1C(=O)O)C(F)(F)F 5-((2-(3-((tert-butoxycarbonyl)amino)propyl)-3,4-difluorophenyl)amino)-2-(trifluoromethyl)isonicotinic acid